C1(CCCCC1)C1=CC=C(CN(C(=O)[C@@H]2N(CC2)S(=O)(=O)C2=C(C(=C(C(=C2F)F)F)F)F)C2=C(C=C3C=NNC3=C2)F)C=C1 (R)-N-(4-cyclohexylbenzyl)-N-(5-fluoro-1H-indazol-6-yl)-1-((perfluorophenyl)sulfonyl)azetidine-2-carboxamide